3-fluoro-4-(4,4,5,5-tetramethyl-1,3,2-dioxaborolan-2-yl)-1-(2,2,2-trifluoroethyl)-2-pyridone FC=1C(N(C=CC1B1OC(C(O1)(C)C)(C)C)CC(F)(F)F)=O